ClC=1C=CC(=C(C1)C1(CC(C1)NC(OC(C)(C)C)=O)O)F tert-Butyl (3-(5-chloro-2-fluorophenyl)-3-hydroxycyclobutyl)carbamate